C(C)(=O)C=1C(=NC=CN1)N1N=CN(C1=O)CC(F)(F)F 2-(3-acetylpyrazin-2-yl)-4-(2,2,2-tri-fluoroethyl)-1,2,4-triazol-3-one